C(CC)C(C(=O)OCC)(C(=O)OCC)CCC Diethyl Dipropylmalonate